N-(2-AMINOETHYL)-3-AMINOPROPYLTRIS-METHOXYSILANE NCCNCCC[Si](OC)(OC)OC